COC=1C=C(C=NC1)NC(C1=CC=CC=C1)=O N-(5-methoxypyridin-3-yl)benzamid